(6S,9R)-1-(((tert-butyldimethylsilyl)oxy)methyl)hexahydro-1H,3H-6,9-epiminooxazolo[3,4-a]azepin-3-one [Si](C)(C)(C(C)(C)C)OCC1OC(N2C1[C@H]1CC[C@@H](C2)N1)=O